3-(((Benzyloxy)carbonyl)amino)-5,8-dihydro-1,7-naphthyridine-7(6H)-carboxylic acid tert-butyl ester C(C)(C)(C)OC(=O)N1CCC=2C=C(C=NC2C1)NC(=O)OCC1=CC=CC=C1